N-(4-chlorobenzyl)-3-(1,3-dimethyl-1H-indazol-5-yl)-2,5-dimethylpyrazolo[1,5-a]pyrimidin ClC1=CC=C(CN2C(C(=C3N2C=CC(=N3)C)C=3C=C2C(=NN(C2=CC3)C)C)C)C=C1